ClC=1C=C2C(=CC1Cl)NC([C@]21CN(CC1)C(=O)[C@@H]1CNCC1)=O (S)-5,6-dichloro-1'-((S)-pyrrolidine-3-carbonyl)spiro[indoline-3,3'-pyrrolidin]-2-one